C(C)(C)(C)OC(=O)N1CCN(CC1)C1=C(C=C(C=C1)NCCC1=CC=CC=C1)C(F)(F)F 4-(4-(Phenethylamino)-2-(trifluoromethyl)phenyl)piperazine-1-carboxylic acid tert-butyl ester